C(CCCCCCCCCCCCCCCCCCCCCCCCCCCCCC)(=O)OC([C@@H](N)CO)=O seryl hentriacontanoate